CC=1N(C2=C(C=NC=3C=CC(=CC23)C=2C=C3C(=NC2)NC=C3)N1)C1=CC=C(C#N)C=C1 4-(2-methyl-8-(1H-pyrrolo[2,3-b]pyridin-5-yl)-1H-imidazo[4,5-c]quinolin-1-yl)benzonitrile